(3S,4R)-3-fluoro-1-(4-((8-isopropyl-5-((2R,3S)-2-methyl-3-((methylsulfonyl)methyl)azetidin-1-yl)quinazolin-2-yl)amino)pyridin-2-yl)piperidin-4-ol F[C@H]1CN(CC[C@H]1O)C1=NC=CC(=C1)NC1=NC2=C(C=CC(=C2C=N1)N1[C@@H]([C@H](C1)CS(=O)(=O)C)C)C(C)C